2-nitroacetamide [N+](=O)([O-])CC(=O)N